FC(C1=NN=C(O1)C1=CC=C(CN2N=NC(=C2)C2=CC=C(C(=O)O)C=C2)C=C1)F 4-(1-(4-(5-(difluoromethyl)-1,3,4-oxadiazol-2-yl)benzyl)-1H-1,2,3-triazol-4-yl)benzoic acid